3-trimethoxysilylpropyl thiocaprylate C(CCCCCCC)(=S)OCCC[Si](OC)(OC)OC